4-chloro-5-fluoro-N-(3-methoxy-1-methyl-1H-pyrazol-4-yl)pyrimidin-2-amine ClC1=NC(=NC=C1F)NC=1C(=NN(C1)C)OC